C(C)(C)(C)OC(=O)N1CC2CN(CC2C1)C 5-Methylhexahydropyrrolo[3,4-c]Pyrrole-2(1H)-carboxylic acid tert-butyl ester